NC1=C(C=CC=C1)C1=C(C=CC=C1)[Pd]Cl [2-(2-amino-phenyl)phenyl]-chloro-palladium